C(=N)=O The molecule is a colourless, volatile, poisonous inorganic compound with the formula HNCO; the simplest stable chemical compound that contains carbon, hydrogen, nitrogen, and oxygen, the four most commonly-found elements in organic chemistry and biology. It is a hydracid and a one-carbon compound. It is a conjugate acid of a cyanate. It is a tautomer of a cyanic acid.